ClC1=CC(=C(C=C1)NS(=O)(=O)C=1C(=C(NC1C)C)C(=O)OC)C(F)(F)F Methyl 4-(N-(4-chloro-2-(trifluoromethyl)phenyl)sulfamoyl)-2,5-dimethyl-1H-pyrrole-3-carboxylate